N,N'-bis-[3-(4-toluenesulfonyloxy)phenyl]urea CC1=CC=C(C=C1)S(=O)(=O)OC=1C=C(C=CC1)NC(=O)NC1=CC(=CC=C1)OS(=O)(=O)C1=CC=C(C)C=C1